ClC1=C(C=CC=C1)C=1N(C2=NC(=NC(=C2N1)OCC)S(=O)(=O)C)C1=CC=C(C=C1)Cl 8-(2-chlorophenyl)-9-(4-chlorophenyl)-6-ethoxy-2-methylsulfonyl-purine